dibenzylethane-1,2-diamine C(C1=CC=CC=C1)C(C(N)CC1=CC=CC=C1)N